n-methyl-4-piperidone CN1CCC(CC1)=O